4-hydroxy-5-(5-iodofuran-2-yl)-6-methylnicotinic acid OC1=C(C(=NC=C1C(=O)O)C)C=1OC(=CC1)I